N1(CCOCC1)C(=O)C1=CN=C(S1)S(=O)(=O)Cl 5-(morpholine-4-carbonyl)thiazole-2-sulfonyl chloride